2,2-diiodopropane IC(C)(C)I